OCCN1C(C(CC1)(C)NC(=O)C1=C(OC2=C1C=C(C=C2)OCC2=C(N=CS2)C)C)=O N-(1-(2-hydroxyethyl)-3-methyl-2-oxopyrrolidin-3-yl)-2-methyl-5-((4-methylthiazol-5-yl)methoxy)benzofuran-3-carboxamide